1'-Cyanocytidine C(#N)[C@@]1([C@H](O)[C@H](O)[C@@H](CO)O1)N1C(=O)N=C(N)C=C1